[Li].[Si].[Al].[B] boron aluminum silicon lithium